CS(=O)(=O)C=1N=CC2=C(N1)N(C(C(=C2C#C[Si](C(C)C)(C(C)C)C(C)C)C)=O)C 2-methanesulfonyl-6,8-dimethyl-5-[2-(triisopropylsilyl)ethynyl]pyrido[2,3-d]pyrimidin-7-one